C(C)S(=O)(=O)C=1C(=NC=C(C1)C#CC)C1=NC=2N(C=C1)N=C(C2)C(F)(F)F 5-(3-(ethylsulfonyl)-5-(prop-1-yn-1-yl)pyridin-2-yl)-2-(trifluoromethyl)pyrazolo[1,5-a]pyrimidine